(E)-2-(2-chlorophenyl)-N-(5-(N-((dimethylamino)methylene)sulfamoyl)-2-formyl-1,2,3,4-tetrahydroisoquinolin-7-yl)acetamide ClC1=C(C=CC=C1)CC(=O)NC1=CC(=C2CCN(CC2=C1)C=O)S(/N=C/N(C)C)(=O)=O